C(C)(=O)O\N=C(\N)/C=1C=C(C=CC1)CC(C=1SC2=C(N1)C=CC=C2)NS(=O)(=O)C=2C=C(C=CC2)NC(=O)C2CN(C2)C(=O)OC(C)(C)C tert-butyl 3-[[3-[[2-[3-[(E)-N'-acetoxycarbamimidoyl]phenyl]-1-(1,3-benzothiazol-2-yl)ethyl]sulfamoyl]phenyl]carbamoyl]azetidine-1-carboxylate